4-(dimethylamino)-7-fluoro-1-phenyl-quinazolin-2(1H)-one CN(C1=NC(N(C2=CC(=CC=C12)F)C1=CC=CC=C1)=O)C